triflic acid (2-isopropyl-4-methyl-phenyl) ester C(C)(C)C1=C(C=CC(=C1)C)OS(=O)(=O)C(F)(F)F